COC=1C=C(C=CC1OC)/C=C/C(=O)O (2E)-3-(3,4-dimethoxyphenyl)acrylic acid